5-({1-tert-butyl-3-[(1S,3R)-3-hydroxycyclopentyl]-1H-pyrazol-5-yl}amino)-2-[(4-methoxyphenyl)methyl]-2,3-dihydro-1H-isoindol-1-one C(C)(C)(C)N1N=C(C=C1NC=1C=C2CN(C(C2=CC1)=O)CC1=CC=C(C=C1)OC)[C@@H]1C[C@@H](CC1)O